NC1=NC2=CC=C(C=C2C=C1C)C(=O)N(CC1=NC=C(C=C1)C(F)(F)F)[C@H](CC)C1CCOCC1 2-amino-3-methyl-N-((1R)-1-(tetrahydro-2H-pyran-4-yl)propyl)-N-((5-(trifluoromethyl)-2-pyridinyl)methyl)-6-quinolinecarboxamide